The molecule is a phthalic acid monoester resulting from the condensation of one of the carboxy groups of phthalic acid with ethanol. It has a role as a metabolite. It is an ethyl ester and a phthalic acid monoester. CCOC(=O)C1=CC=CC=C1C(=O)O